NC=1SC=C(N1)/C(/C(=O)N[C@H]1C(N(C1=O)OS(=O)(=O)O)(C)C)=N/OC(C(=O)O)C 2-((((Z)-1-(2-aminothiazol-4-yl)-2-(((S)-2,2-dimethyl-4-oxo-1-(sulfooxy)azetidin-3-yl)amino)-2-oxoethylidene)amino)oxy)propanoic acid